1-methyl-4-(3-methyl-5-phenyl-3,4-pentadien-1-yl)benzene CC1=CC=C(C=C1)CCC(=C=CC1=CC=CC=C1)C